5-(8-(5-azaspiro[2.4]heptan-6-yl)chromane-6-yl)-3-methyl-1H-pyrrolo[2,3-b]pyridine C1CC12CNC(C2)C=2C=C(C=C1CCCOC21)C=2C=C1C(=NC2)NC=C1C